CNC1=C(C(=O)OC)C=CC(=C1)C1CC2(COC2)CCN1 methyl 2-(methylamino)-4-(2-oxa-7-azaspiro[3.5]nonan-6-yl)benzoate